tert-Butyl 3-methyl-4-(methylamino)piperidine-1-carboxylate CC1CN(CCC1NC)C(=O)OC(C)(C)C